C1(CC1)C1=NC(=CC(=N1)C(=O)N)C 2-cyclopropyl-6-methylpyrimidine-4-carboxamide